N-[3-(5-chloro-1,3-benzoxazol-2-yl)-1-bicyclo[1.1.1]pentanyl]-5-methylsulfonyl-furan-2-carboxamide ClC=1C=CC2=C(N=C(O2)C23CC(C2)(C3)NC(=O)C=3OC(=CC3)S(=O)(=O)C)C1